6-(2-(benzo[d]thiazol-2-ylamino)acetamido)-N-hydroxycaproamide S1C(=NC2=C1C=CC=C2)NCC(=O)NCCCCCC(=O)NO